(S)-3-(2-(4-amino-6-(trifluoromethyl)-9H-pyrimido[4,5-b]indol-9-yl)acetyl)-2-oxooxazolidine-4-carboxylic acid benzyl ester C(C1=CC=CC=C1)OC(=O)[C@H]1N(C(OC1)=O)C(CN1C2=C(C3=CC(=CC=C13)C(F)(F)F)C(=NC=N2)N)=O